ClCCN1N=CC=2C1=NC=C(C2)C(C)(C)C2=CC=C(C=C2)C#C 1-(2-chloroethyl)-5-(2-(4-ethynylphenyl)propan-2-yl)-1H-pyrazolo[3,4-b]pyridine